ClC=1C(=C(C(=CC1)C(F)F)C1=CN=C(C(=N1)C(=O)O)C(=O)OC)F 6-(3-Chloro-6-(difluoromethyl)-2-fluorophenyl)-3-(methoxycarbonyl)pyrazine-2-carboxylic acid